C1(CCCCC1)NC(=O)C=1C=CC2=C(NC(=N2)C2=CC(=CC=C2)NC2=CC=C(C=C2)C=2N=NC=CC2)C1 N-cyclohexyl-2-(3-{[4-(pyridazin-3-yl)phenyl]amino}phenyl)-1H-benzo[d]imidazol-6-carboxamide